3-fluoro-5-{[4-(methylsulfonyl)piperazin-1-yl]methyl}benzene-1,2-diamine FC1=C(C(=CC(=C1)CN1CCN(CC1)S(=O)(=O)C)N)N